ClC1=C(C(=CC=C1)C(F)(F)F)COC=1C=NC(=NC1)N1C(NC(C1)=O)=O 1-(5-{[2-chloro-6-(trifluoromethyl)phenyl]methoxy}pyrimidin-2-yl)imidazolidine-2,4-dione